OCC(C(=O)OCC)=C ethyl α-(hydroxymethyl)acrylate